ClC=1C(=CC(=NC1)[C@H](C)N1C(C2=CC(=CC(=C2CC1)CN1CCOCC1)CN1C(=NC=C1)NC)=O)OCC (S)-2-(1-(5-chloro-4-ethoxypyridin-2-yl)ethyl)-7-((2-(methylamino)-1H-imidazol-1-yl)methyl)-5-(morpholinomethyl)-3,4-dihydroisoquinolin-1(2H)-one